butyl-rel-(6S,7R)-2-oxo-7-[(piperidin-4-yloxy)methyl]-4-oxa-1,8-diazaspiro[5.5]undecane-8-carboxylate C(CCC)OC(=O)N1[C@H]([C@]2(COCC(N2)=O)CCC1)COC1CCNCC1 |o1:8,9|